BrC1=C(C=C2CCN3C(C2=C1)=C(N=C3)CC(C)C)OC 9-bromo-1-isobutyl-8-methoxy-5,6-dihydroimidazo[5,1-a]isoquinoline